N-[[4,5-dichloro-2-(prop-2-en-1-yloxy)phenyl]([3-[(4R)-2,2-dimethyl-1,3-dioxolane-4-carbonyl]-3-azabicyclo[3.1.1]heptan-6-yl])methyl]-2-methylpropane-2-sulfinamide ClC1=CC(=C(C=C1Cl)C(NS(=O)C(C)(C)C)C1C2CN(CC1C2)C(=O)[C@@H]2OC(OC2)(C)C)OCC=C